(R)-4-(2-bromopyridin-4-yl)-6,6-dimethyltetrahydro-2H-pyran-2-one BrC1=NC=CC(=C1)[C@H]1CC(OC(C1)(C)C)=O